1,4-dimethylpyridinium acetate C(C)(=O)[O-].C[N+]1=CC=C(C=C1)C